O=C1NC(CCC1N1C(N(C2=C1C=CC=C2C2CCC(CC2)N2N=C1C=C(C(=CC1=C2)NC(=O)C2=NC(=CC=C2)C(F)(F)F)OC)C)=O)=O 2-N-[2-[4-[1-(2,6-dioxo-3-piperidyl)-3-methyl-2-oxo-benzimidazol-4-yl]cyclohexyl]-6-methoxy-indazol-5-yl]-6-(trifluoromethyl)pyridine-2-carboxamide